triacontyl n-heptanoate C(CCCCCC)(=O)OCCCCCCCCCCCCCCCCCCCCCCCCCCCCCC